(S)-4,4-Dimethyl-3-oxo-N-(1-(3-(trifluoromethyl)phenyl)ethyl)pentanamide tert-Butyl-(2S,4S)-4-(4-bromo-5-methylpyrazol-1-yl)-2-methylpyrrolidine-1-carboxylate C(C)(C)(C)OC(=O)N1[C@H](C[C@@H](C1)N1N=CC(=C1C)Br)C.CC(C(CC(=O)N[C@@H](C)C1=CC(=CC=C1)C(F)(F)F)=O)(C)C